(S)-2-(4-(5-(3,5-difluorophenyl)-4,5-dihydro-1H-pyrazole-1-carbonyl)piperazin-1-yl)-N-ethyl-5-fluoro-N-hydroxypyrimidine-4-carboxamide FC=1C=C(C=C(C1)F)[C@@H]1CC=NN1C(=O)N1CCN(CC1)C1=NC=C(C(=N1)C(=O)N(O)CC)F